ClC=1C(=CC=C2N=CC(=NC12)C=1C=NN(C1)CCC1CCN(CC1)C1COC1)OC1=CC2=C(N=C(N2)C)C=C1 8-chloro-7-[(2-methyl-3H-benzimidazol-5-yl)oxy]-2-[1-[2-[1-(oxetan-3-yl)-4-piperidyl]ethyl]pyrazol-4-yl]quinoxaline